(R)-7-cyclopropyl-7-methyl-2-((R)-3-methylmorpholino)-6,7-dihydropyrazolo[1,5-a]pyrazin-4(5H)-one C1(CC1)[C@@]1(CNC(C=2N1N=C(C2)N2[C@@H](COCC2)C)=O)C